OC1=C(C=O)C=C(C=C1)OCC=1C=CC=2NC3=CC(=CC=C3C2C1)C 2-Hydroxy-5-(7-methyl-9H-carbazol-3-ylmethoxy)benzaldehyde